Cl\C(=C/C1SCCCS1)\C1=CC2=CC=CC=C2C=C1 (Z)-2-(2-chloro-2-(2-naphthyl)vinyl)-1,3-dithiane